N-[(2S)-2-methylpiperidin-4-yl]-1,3-benzothiazol-2-amin C[C@@H]1NCCC(C1)NC=1SC2=C(N1)C=CC=C2